3,13-dioxo-1,15-bis(3-methoxyphenyl)-2,14-bis(3-methoxybenzyl)-4,6,10,12-tetraoxa-2,8,14-triaza-8-methyl-pentadecane O=C(N(CC1=CC(=CC=C1)OC)CC1=CC(=CC=C1)OC)OCOCN(COCOC(N(CC1=CC(=CC=C1)OC)CC1=CC(=CC=C1)OC)=O)C